N-[(R)-[4-chloro-5-methyl-2-(prop-2-en-1-yloxy)phenyl](piperidin-4-yl)methyl]-2,2-dimethylpropanamide ClC1=CC(=C(C=C1C)[C@H](NC(C(C)(C)C)=O)C1CCNCC1)OCC=C